5-isobutyl-4-isopropylthiazol-2-amine C(C(C)C)C1=C(N=C(S1)N)C(C)C